BrC=1C=C(C=NC1)C(CN(C(CC=1C=NC(=CC1)C(F)(F)F)=O)CCC)O N-[2-(5-bromo-3-pyridyl)-2-hydroxy-ethyl]-N-propyl-2-[6-(trifluoromethyl)-3-pyridyl]acetamide